N-(2-bromo-4-fluorophenyl)-6-(1-methyl-1H-pyrazol-4-yl)-2-(3-methyl-[1,2,4]triazolo[4,3-a]pyridin-6-yl)imidazo[1,2-a]pyrazin-3-amine BrC1=C(C=CC(=C1)F)NC1=C(N=C2N1C=C(N=C2)C=2C=NN(C2)C)C=2C=CC=1N(C2)C(=NN1)C